lead telluride tin [Sn].[Pb]=[Te]